allylpalladium (II) trifluoroacetate FC(C(=O)[O-])(F)F.C(C=C)[Pd+]